C(C)(C)(C)OC(=O)C1=C(NC2CN(CCC2)C(=O)OC(C)(C)C)C=C(C=C1)N1CCN(CC1)C tert-butyl 3-[2-tert-butoxycarbonyl-5-(4-methylpiperazin-1-yl)anilino]piperidine-1-carboxylate